3-(8-((R)-pyrrolidin-3-yl)-2H-benzo[b][1,4]oxazin-4(3H)-yl)piperidine-2,6-dione N1C[C@H](CC1)C1=CC=CC2=C1OCCN2C2C(NC(CC2)=O)=O